(2S)-4-[(2S)-2-ethyl-1-piperidyl]-N-[(1S)-1-(4-fluoro-1H-benzimidazol-2-yl)ethyl]-2-[(6-methyl-1,3-benzoxazol-2-yl)amino]-4-oxo-butanamide C(C)[C@@H]1N(CCCC1)C(C[C@@H](C(=O)N[C@@H](C)C1=NC2=C(N1)C=CC=C2F)NC=2OC1=C(N2)C=CC(=C1)C)=O